vinyl-ferrocene C(=C)[C-]1C=CC=C1.[CH-]1C=CC=C1.[Fe+2]